BrC1=C2CCCC2=CC=2CCCC12 4-bromo-1,2,3,5,6,7-hexahydro-s-indacene